OCC1OC(C(CC1O)OC)CC=1N=NN(C1)C1(C[C@H]2C[C@H]2C1)C(F)(F)F (hydroxymethyl)-5-methoxy-6-((1-((1R,3R,5S)-3-(trifluoromethyl)bicyclo[3.1.0]hexan-3-yl)-1H-1,2,3-triazol-4-yl)methyl)tetrahydro-2H-pyran-3-ol